tert-butyl 3-(5-bromopyridin-2-yl)-3-methoxypyrrolidine-1-carboxylate BrC=1C=CC(=NC1)C1(CN(CC1)C(=O)OC(C)(C)C)OC